[1-methyl-3-(trifluoromethyl)pyrazol-4-yl]boronic acid CN1N=C(C(=C1)B(O)O)C(F)(F)F